O=C1N(CCC(N1)=O)C1=CC=C(C=C1)N1CCN(CC1)CCC(=O)N1CCC(CC1)NC(OC(C)(C)C)=O tert-butyl (1-(3-(4-(4-(2,4-dioxotetrahydropyrimidin-1(2H)-yl)phenyl)piperazin-1-yl)propanoyl) piperidin-4-yl)carbamate